N1C(=NC=C2C1=CC=N2)N Pyrrolo[3,2-d]Pyrimidin-2-amine